CC=1OC=CC1C(=O)N1N=C(C=C1NCC1=CC=CC=C1)C1C(N(CC1)S(=O)(=O)N1CCCC1)C(F)(F)F 4-({[1-(2-Methylfuran-3-carbonyl)-3-[1-(pyrrolidin-1-sulfonyl)-2-(trifluoromethyl)pyrrolidin-3-yl]-1H-pyrazol-5-yl]amino}methyl)benzol